BrCC1=C(OC2=C1C(=CC=C2)Cl)F (bromomethyl)-4-chloro-2-fluorobenzofuran